OCC1(CN(C1)C(=O)C1=CC=C(C2=C1OCCO2)NC=2N=C(C1=C(N2)NC=C1C#N)N[C@@H]1COCC1)CO (S)-2-((8-(3,3-bis(hydroxymethyl)azetidine-1-carbonyl)-2,3-dihydrobenzo[b][1,4]dioxin-5-yl)amino)-4-((tetrahydrofuran-3-yl)amino)-7H-pyrrolo[2,3-d]pyrimidine-5-carbonitrile